Tert-butyl (S)-7-(5-(1-(tert-butoxycarbonyl)pyrrolidin-3-yl)-4,4-difluoropentyl)-3,4-dihydro-1,8-naphthyridine-1(2H)-carboxylate C(C)(C)(C)OC(=O)N1C[C@@H](CC1)CC(CCCC1=CC=C2CCCN(C2=N1)C(=O)OC(C)(C)C)(F)F